ClC=1C=C(C(=O)O)C=CC1C1C(C1)C=1C2=C(N=C(N1)SC)SC=C2 3-chloro-4-(2-(2-methylthiothieno[2,3-d]pyrimidin-4-yl)cyclopropyl)benzoic acid